C(C)OC(=O)P(=O)(OC1=C(C(=CC(=C1)CCCCC)O)[C@H]1[C@@H](CCC(=C1)C)C(=C)C)N[C@@H](C)C(=O)OC(C)C isopropyl ((ethoxycarbonyl)(((1'R,2'R)-6-hydroxy-5'-methyl-4-pentyl-2'-(prop-1-en-2-yl)-1',2',3',4'-tetrahydro-[1,1'-biphenyl]-2-yl)oxy)phosphoryl)-L-alaninate